COC1=C(C(=CC(=C1)OC)CCCCC)S(=O)(=O)NC1=CC=CC=C1 2,4-dimethoxy-6-pentyl-N-phenylbenzenesulfonamide